4,5-dimethyl-1H-imidazol-2-amine CC=1N=C(NC1C)N